ClC(=C(C=C(Cl)Cl)Cl)Cl 1,1,2,4,4-pentachlorobuta-1,3-diene